COC=1C=C(C=C(C1)OC)C1=NC(=CC2=C1NC1=CC=CC=C21)N 1-(3,5-dimethoxyphenyl)-9H-pyrido[3,4-b]indol-3-amine